N-(5-chloro-2-propoxybenzyl)-N-(4-(N-(prop-2-yn-1-yl)sulfamoyl)phenethyl)-1,2,5-thiadiazole-3-carboxamide ClC=1C=CC(=C(CN(C(=O)C2=NSN=C2)CCC2=CC=C(C=C2)S(NCC#C)(=O)=O)C1)OCCC